6,13-bis(tri-isopropyl-silylethynyl)pentacene C(C)(C)[Si](C#CC1=C2C=C3C=CC=CC3=CC2=C(C2=CC3=CC=CC=C3C=C12)C#C[Si](C(C)C)(C(C)C)C(C)C)(C(C)C)C(C)C